2-(3-Phenoxybenzyl)-2H-indazole-6-carboxylic acid O(C1=CC=CC=C1)C=1C=C(CN2N=C3C=C(C=CC3=C2)C(=O)O)C=CC1